CN(C1=CC=C(C=C1)/C=C/C1=CC=C(C=O)C=C1)C trans-4-[2-(4-dimethylaminophenyl)vinyl]benzaldehyde